2-oxaspiro[3.3]heptan-5-one C1OCC12C(CC2)=O